(S,E)-4-(3-(4-((2,5,8,11-tetraoxadodecanoyl)amino)phenyl)-2-(3-(3-Chloro-2-fluoro-6-(1H-tetrazol-1-yl)phenyl)acrylamido)propionamido)benzoic acid C(OCCOCCOCCOC)(=O)NC1=CC=C(C=C1)C[C@@H](C(=O)NC1=CC=C(C(=O)O)C=C1)NC(\C=C\C1=C(C(=CC=C1N1N=NN=C1)Cl)F)=O